4-(4-(tert-butoxycarbonyl)-1,4-diazepan-1-yl)-6,7-dimethoxyquinoline-3-carboxylic acid C(C)(C)(C)OC(=O)N1CCN(CCC1)C1=C(C=NC2=CC(=C(C=C12)OC)OC)C(=O)O